3-(2,3-dihydro-1H-pyrrolo[1,2-a]indol-9-yl)-5-((3R,4R)-3-fluoropiperidin-4-yl)-1,2,4-oxadiazole formate C(=O)O.C1CCN2C1=C(C=1C=CC=CC21)C2=NOC(=N2)[C@@H]2[C@H](CNCC2)F